(1s,4s)-4-((2-((2-(1-(Cyclopropylsulfonyl)-1H-pyrazol-4-yl)pyrimidin-4-yl)amino)-5-((1-(cyclopropylsulfonyl)piperidin-4-yl)ethynyl)pyridin-4-yl)amino)cyclohexan-1-ol C1(CC1)S(=O)(=O)N1N=CC(=C1)C1=NC=CC(=N1)NC1=NC=C(C(=C1)NC1CCC(CC1)O)C#CC1CCN(CC1)S(=O)(=O)C1CC1